FC(OC1=C(C=CC(=C1)F)C1COC(C1)(C(F)(F)F)C)F 3-[2-(difluoromethoxy)-4-fluoro-phenyl]-5-methyl-5-(trifluoromethyl)tetrahydrofuran